F[C@H]1CN(C[C@@H](C1)NC1=NC=C(C=N1)C(F)(F)F)C1=NC2=C(N1C)C=C(C(=C2)NC(C=C)=O)COC N-(2-((3R,5R)-3-fluoro-5-((5-(trifluoromethyl)pyrimidin-2-yl)amino)piperidin-1-yl)-6-(methoxymethyl)-1-methyl-1H-benzo[d]imidazol-5-yl)acrylamide